FC=1C=C(C=CC1C=1N=C2SC3=C(N2C1)C=CC(=C3)C(NCCCN3CCC(CC3)F)=O)C3(CCN(CC3)C(=O)OC(C)(C)C)O tert-butyl 4-(3-fluoro-4-(7-((3-(4-fluoropiperidin-1-yl)propyl)carbamoyl)benzo[d]imidazo[2,1-b]thiazol-2-yl)phenyl)-4-hydroxypiperidine-1-carboxylate